benzyl (1S)-1-(2-methoxyvinyl)-6-azaspiro[2.5]octane-6-carboxylate COC=C[C@@H]1CC12CCN(CC2)C(=O)OCC2=CC=CC=C2